CC1=C(C(=CC=C1)C)C1=NC=2NS(C3=CC=CC(C(N4CCN(C[C@@H](OC(=C1)N2)C4)C4CC2(C4)CCCCC2)=O)=C3)(=O)=O (16R)-12-(2,6-Dimethylphenyl)-18-{spiro[3.5]nonan-2-yl}-15-oxa-8λ6-thia-1,9,11,18,22-pentaazatetracyclo[14.4.1.13,7.110,14]tricosa-3(23),4,6,10(22),11,13-hexaene-2,8,8-trione